NC=1C=C(C=CC1)C(O)C1=C(C=CC=C1)F (3-aminophenyl)(2-fluorophenyl)methanol